(R)-N-(3-chloro-2,4-difluorophenyl)-6-(piperidin-3-yl)quinazolin-4-amine ClC=1C(=C(C=CC1F)NC1=NC=NC2=CC=C(C=C12)[C@@H]1CNCCC1)F